BrC=1NC2=C(NC1C#CC(C)C)N(N=C2)C2OCCCC2 5-bromo-6-(3-methylbut-1-ynyl)-1-tetrahydropyran-2-yl-4,7-dihydropyrazolo[3,4-b]pyrazine